N-(1-cyclopropyl-2,2,2-trifluoroethyl)-4-(1,7-diaza-7-spiro[4.4]nonyl)-5-(3,5-difluorophenyl)nicotinamide C1(CC1)C(C(F)(F)F)NC(C1=CN=CC(=C1N1CC2(CCCN2)CC1)C1=CC(=CC(=C1)F)F)=O